5-(4-hydroxy-4-methyl-1-piperidyl)-2,7-naphthyridin-1-one formate salt C(=O)O.OC1(CCN(CC1)C1=C2C=CNC(C2=CN=C1)=O)C